(S)-N-(5-isopropyl-1H-pyrazol-3-yl)-6-((1-methylpyrrolidin-3-yl)oxy)pyrazin-2-amine C(C)(C)C1=CC(=NN1)NC1=NC(=CN=C1)O[C@@H]1CN(CC1)C